2,3,5,6-tetrafluoro-4-methylbenzyl chloride FC1=C(CCl)C(=C(C(=C1F)C)F)F